(1-((tert-butyldiphenylsilyl)oxy)-5-hydroxypentan-2-yl)carbamic acid tert-butyl ester C(C)(C)(C)OC(NC(CO[Si](C1=CC=CC=C1)(C1=CC=CC=C1)C(C)(C)C)CCCO)=O